tin iodine phosphorus [P].[I].[Sn]